diaminopimelic acid-13C7 N[13C@@H]([13CH2][13CH2][13CH2][13C@@H](N)[13C](=O)O)[13C](=O)O